COC(=O)C=1C=C(C=C(C1)C(=O)OC)S(=O)(=O)[O-].C(CCC)[N+](C)(CCCC)CCCC tributyl-(methyl)ammonium 3,5-bis(methoxycarbonyl)benzenesulfonate